[Au](Cl)(Cl)Cl.NC(C)CCC(C)C 2-amino-5-methylhexane gold chloride